NC1=CC=CC(=N1)S(=O)(=O)NC(=O)C=1C(=NC(=CC1)C1=CC(=CC(=C1)OCC(C)C)F)OC(C)C1=CC=C(C=C1)F N-[(6-Amino-2-pyridyl)sulfonyl]-6-(3-fluoro-5-isobutoxyphenyl)-2-[1-(4-fluorophenyl)ethoxy]pyridin-3-carboxamid